[Si](C)(C)(C(C)(C)C)OC1=C(CC2=CC=CC=C12)C 3-(tert-butyldimethylsilyloxy)-2-methylindene